N-[(1S)-5-[(6-chloro-4-methoxy-3-nitropyridin-2-yl)amino]-2,3-dihydro-1H-inden-1-yl]acetamide ClC1=CC(=C(C(=N1)NC=1C=C2CC[C@@H](C2=CC1)NC(C)=O)[N+](=O)[O-])OC